4-[(4-methoxyphenyl)methyl]-3,8-dimethyl-2,3-dihydro-1H-quinoxaline COC1=CC=C(C=C1)CN1C(CNC2=C(C=CC=C12)C)C